C(C=C)(=O)N1C[C@@H](N(CC1)C1=NC(N2C3=C(C(=C(C=C13)Cl)C1=C(C=C(C=C1)F)F)SCCC2)=O)C 8-((S)-4-acryloyl-2-methylpiperazin-1-yl)-10-chloro-11-(2,4-difluorophenyl)-3,4-dihydro-2H,6H-[1,4]thiazepino[2,3,4-ij]quinazolin-6-one